di-lithium dihydroxyethyl terephthalate C(C1=CC=C(C(=O)[O-])C=C1)(=O)OCC(O)O.[Li+].[Li+].OC(COC(C1=CC=C(C(=O)[O-])C=C1)=O)O